ClC1=C(C=CC(=C1)C(=O)OCC)NC(C1=CC(=CC(=C1)Cl)Cl)=O N-[2-Chloro-4-(ethoxycarbonyl)phenyl]-3,5-dichlorobenzamide